ClC=1C=C(C=CC1C(=O)NC1=C(C(=CC=C1)C=1OC2=C(N1)C=C(C=C2)Cl)C)C2=CC=CC=C2 3-chloro-N-(3-(5-chlorobenzo[d]oxazol-2-yl)-2-methylphenyl)-[1,1'-biphenyl]-4-carboxamide